1,2-bis-(pyridyl)ethylene N1=C(C=CC=C1)C=CC1=NC=CC=C1